3-((4-(N-(4-hydroxy-3,3-dimethylbutan-2-yl)sulfamoyl)-2-methylphenyl)carbamoyl)-2-methylbenzene-1-ylium OCC(C(C)NS(=O)(=O)C1=CC(=C(C=C1)NC(=O)C=1C(=[C+]C=CC1)C)C)(C)C